(E)-N-(2-methoxy-5-(4-(4-(4-oxopent-2-enoyl)piperazin-1-yl)quinazolin-6-yl)pyridin-3-yl)methanesulfonamide COC1=NC=C(C=C1NS(=O)(=O)C)C=1C=C2C(=NC=NC2=CC1)N1CCN(CC1)C(\C=C\C(C)=O)=O